3-methyl-5-(3-methyl-4-nitrophenyl)-1,2,4-thiadiazole CC1=NSC(=N1)C1=CC(=C(C=C1)[N+](=O)[O-])C